1-(tert-butyl) 2,5-diethyl 3-bromo-1H-pyrrole-1,2,5-tricarboxylate BrC1=C(N(C(=C1)C(=O)OCC)C(=O)OC(C)(C)C)C(=O)OCC